COC1=C(C=CC=C1)C1=NC2=C(N1)C=CC(=C2)N 2-(2-methoxyphenyl)-1H-benzo[d]imidazol-5-amine